Tert-butyl N-[[5-[1-(2,6-dioxo-3-piperidyl)-3-methyl-2-oxo-benzimidazol-5-yl]-2-pyridyl]methyl]-N-methyl-carbamate O=C1NC(CCC1N1C(N(C2=C1C=CC(=C2)C=2C=CC(=NC2)CN(C(OC(C)(C)C)=O)C)C)=O)=O